4-Bromo-2-fluoro-3-(hydroxymethyl)phenol BrC1=C(C(=C(C=C1)O)F)CO